CN(C(CCCCCCCC\C=C/CCCCCCCC(=O)OC)CCCCCCC)C methyl (9Z)-19-(dimethylamino)hexacos-9-enoate